N(=[N+]=[N-])CC(C(CS(=O)(=O)N(C)C)O)(C)C 4-azido-1-((N,N-dimethylamino)sulfonyl)-3,3-dimethyl-2-butanol